C(C)O[Si](CCCS)(CC)CC 3-(ethoxydiethylsilyl)-1-propanethiol